C(C=C)(=O)NC=1C(=CC(=C(C1)NC1=CC(=NC=N1)N1OCC[C@@H]1C=1C=C(C(=O)OC(C)C)C=C(C1)F)OC)N1CCC(CC1)N1CCN(CC1)C1CC1 Isopropyl (R)-3-(2-(6-((5-acrylamido-4-(4-(4-cyclopropylpiperazin-1-yl)piperidin-1-yl)-2-methoxyphenyl)amino)pyrimidin-4-yl)isooxazolidin-3-yl)-5-fluorobenzoate